(2R,4S)-4-(fluoromethyl)-N-((S,E)-4-(methylsulfonyl)but-3-en-2-yl)-2-phenylpiperidine-1-carboxamide FC[C@@H]1C[C@@H](N(CC1)C(=O)N[C@@H](C)\C=C\S(=O)(=O)C)C1=CC=CC=C1